O=C1CC2(C1)CN(C2)C2=NC=CC(=N2)COC2=CC=C(C=C2)C(C)(C)C2=CC=C(OCC1(CC1)NC=1C=C3CN(CC3=CC1)C1C(NC(CC1)=O)=O)C=C2 5-((1-((4-(2-(4-((2-(2-oxo-6-azaspiro[3.3]heptane-6-yl)pyrimidin-4-yl)methoxy)phenyl)propan-2-yl)phenoxy)methyl)cyclopropyl)amino)-2-(2,6-dioxopiperidin-3-yl)isoindoline